BrC1=CN=C(C(=N1)N)Cl 6-bromo-3-chloropyrazin-2-amine